FC1(CC2(C1)CC(N(CC2)CC2=C1C=CN(C1=C(C=C2OC)C)C(=O)[O-])C=2C=NC(=CC2)C(=O)OC)F 4-((2,2-difluoro-6-(6-(methoxycarbonyl)pyridin-3-yl)-7-azaspiro[3.5]nonan-7-yl)methyl)-5-methoxy-7-methyl-1H-indole-1-carboxylate